C(#N)[C@H](CN1C(NC(C1)=O)=O)NC(=O)[C@@H]1[C@H]2C([C@H]2CN1C([C@H](C(C)(C)C)NC(C(F)(F)F)=O)=O)(C([2H])([2H])[2H])C([2H])([2H])[2H] (1R,2S,5S)-N-((S)-1-cyano-2-(2,4-dioxoimidazolidin-1-yl)ethyl)-3-((S)-3,3-dimethyl-2-(2,2,2-trifluoroacetamido)butyryl)-6,6-bis(methyl-d3)-3-azabicyclo[3.1.0]hexane-2-carboxamide